FCCCCSC1=C(C=C(C=O)C=C1OC)OC 4-((4-Fluorobutyl)thio)-3,5-dimethoxybenzaldehyde